1-(6-(aminomethyl)-8-(4-(trifluoromethyl)phenoxy)quinolin-5-yl)ethane-1,2-diol NCC=1C(=C2C=CC=NC2=C(C1)OC1=CC=C(C=C1)C(F)(F)F)C(CO)O